(4'-dimethylaminophenylazo)benzoic acid CN(C1=CC=C(C=C1)N=NC1=C(C(=O)O)C=CC=C1)C